2,3-Bis((1-methyl-1H-tetrazol-5-yl)thio)-6-(trifluoromethyl)quinoxaline CN1N=NN=C1SC1=NC2=CC=C(C=C2N=C1SC1=NN=NN1C)C(F)(F)F